tert-Butyl (6-bromo-3-(3-(dimethylamino)azetidin-1-yl)-5-fluoro-7,9-dihydrofuro[3,4-f]quinazolin-1-yl)(pyridazin-3-ylmethyl)carbamate BrC=1C2=C(C=3C(=NC(=NC3C1F)N1CC(C1)N(C)C)N(C(OC(C)(C)C)=O)CC=1N=NC=CC1)COC2